C12NC(CC2C1)C(=O)OCC1=CC=CC=C1 benzyl 2-azabicyclo[3.1.0]hexane-3-carboxylate